FC(C(=O)O)(F)F.FC(C1(CCNC2(CCC2)C1)O)(F)F 8-(Trifluoromethyl)-5-azaspiro[3.5]nonan-8-ol 2,2,2-trifluoroacetate